tert-butyl 15-cyclopropylpentadecanoate C1(CC1)CCCCCCCCCCCCCCC(=O)OC(C)(C)C